(7R,8aS)-7-hydroxyhexahydro-3H-oxazolo[3,4-a]pyridin-3-one O[C@H]1C[C@@H]2N(CC1)C(OC2)=O